(R)-bis(4-fluorophenyl)(1-(8-methoxy-1,3-dimethylpyrrolo[1,2-a]quinoxalin-4-yl)naphthalen-2-yl)phosphine oxide FC1=CC=C(C=C1)P(C1=C(C2=CC=CC=C2C=C1)C=1C=2N(C3=CC(=CC=C3N1)OC)C(=CC2C)C)(C2=CC=C(C=C2)F)=O